COC1=C(C=CC(=C1)OC)CNC1=NC=CC2=C1C(=NN2[C@H]2C[C@@H](CCC2)NC(OCC[Si](C)(C)C)=O)C2=CC=C(C=C2)C(NC2=NC=CC(=C2)C(F)(F)F)=O 2-Trimethylsilylethyl N-[(1R,3R)-3-[4-[(2,4-dimethoxyphenyl)methylamino]-3-[4-[[4-(trifluoro-methyl)-2-pyridyl]carbamoyl]phenyl]pyrazolo[4,3-c]pyridin-1-yl]cyclohexyl]carbamate